(1s,4s)-5-{8-(benzyloxy)-7-bromo-6-cyclopropyl-2-[(oxacyclohex-4-yl)oxy]quinazolin-4-yl}-2,5-diazabicyclo[2.2.1]heptane-2-carboxylic acid tert-butyl ester C(C)(C)(C)OC(=O)N1[C@@H]2CN([C@H](C1)C2)C2=NC(=NC1=C(C(=C(C=C21)C2CC2)Br)OCC2=CC=CC=C2)OC2CCOCC2